ClC1=C(C(=O)O)C=CC(=C1)F 2-chloro-4-fluoro-benzoic acid